N-(3-((S)-2-ethoxypropionylamino)-2,4-difluorophenyl)benzamide C(C)O[C@H](C(=O)NC=1C(=C(C=CC1F)NC(C1=CC=CC=C1)=O)F)C